(5S)-3-[[6-[3-(Difluoromethyl)-4-fluoro-phenyl]pyrazin-2-yl]methyl]-5-methyl-oxazolidin-2-one FC(C=1C=C(C=CC1F)C1=CN=CC(=N1)CN1C(O[C@H](C1)C)=O)F